[Si](C)(C)(C(C)(C)C)OCC(F)(F)C1=CC=CC=C1 2-((tert-butyldimethylsilyloxy)-1,1-difluoroethyl)benzene